4-(1-(4-fluorophenyl)ethyl)-6-methyl-2-(1-(oxetan-3-yl)-1H-pyrazol-4-yl)-1-tolyl-1,6-dihydro-7H-pyrrolo[2,3-c]pyridin-7-one FC1=CC=C(C=C1)C(C)C=1C2=C(C(N(C1)C)=O)N(C(=C2)C=2C=NN(C2)C2COC2)C2=C(C=CC=C2)C